[N+](=O)([O-])C1=CC=C(CN2CC3=CC=CC(=C3CC2)C(CC(=O)O)C2=CC=C(C=C2)OC)C=C1 3-(2-(4-nitrobenzyl)-1,2,3,4-tetrahydroisoquinolin-5-yl)-3-(4-methoxyphenyl)propanoic acid